FC(C1=NC(=NO1)C1=CC=C(C=C1)CO)(F)F [4-[5-(trifluoromethyl)-1,2,4-oxadiazol-3-yl]phenyl]methanol